ClC1=NC=C2C=CC(=NC2=C1)C=O 7-chloro-1,6-naphthyridine-2-carbaldehyde